FC1=C(C=CC=C1)N1N=CN=C1 1-(2-fluorophenyl)-1H-1,2,4-triazol